C(C1=CC=CC=C1)N(C(CCl)=O)C1CN(C(C1)=O)CC1=CC=CC=C1 N-benzyl-N-(1-benzyl-5-oxo-pyrrolidin-3-yl)-2-chloro-acetamide